1-methyl-2,4-diisocyanatocyclohexane CC1C(CC(CC1)N=C=O)N=C=O